2-amino-4-chloro-N-(2-(2,4-dioxo-3,4-dihydropyrimidin-1(2H)-yl)ethyl)benzamide NC1=C(C(=O)NCCN2C(NC(C=C2)=O)=O)C=CC(=C1)Cl